3-((((1-carboxyethyl)thio)carbonothioyl)thio)propanoic acid C(=O)(O)C(C)SC(=S)SCCC(=O)O